5-[3-(4,4,5,5-tetramethyl-1,3,2-dioxaborolan-2-yl)biphenyl-3-yl]pyrimidine CC1(OB(OC1(C)C)C1(CC(=CC=C1)C1=CC=CC=C1)C=1C=NC=NC1)C